(1RS,2SR,7RS,8SR)-tricyclo[6.2.1.0~2,7~]undec-9-en-3-one [C@H]12[C@@H]3C(CCC[C@@H]3[C@H](C=C1)C2)=O |r|